C(#N)C1=C(C=C(C=C1)C=1N=NN(C1)[C@H](C(=O)N1[C@@H](C[C@H](C1)O)C(=O)NC)C(C)(C)C)F (2S,4R)-1-[(2S)-2-[4-(4-cyano-3-fluoro-phenyl)triazol-1-yl]-3,3-dimethyl-butanoyl]-4-hydroxy-N-methyl-pyrrolidine-2-carboxamide